(S)-10-((5-chloro-2-(3-methoxyazetidin-1-yl)pyrimidin-4-yl)amino)-2-cyclopropyl-3,3-difluoro-7-methyl-1,2,3,4-tetrahydro-[1,4]oxazepino[2,3-c]quinolin-6(7H)-one ClC=1C(=NC(=NC1)N1CC(C1)OC)NC1=CC=2C3=C(C(N(C2C=C1)C)=O)OCC([C@@H](N3)C3CC3)(F)F